FC1=CC=C(C=C1)C=CC1CCCCC1 1-fluoro-4-(2-cyclohexylvinyl)benzene